BrC=1C=C(C=NC1)N1N=C2C(=N1)CCC2C2CCCCC2 2-(5-bromopyridin-3-yl)-4-cyclohexyl-2,4,5,6-tetrahydrocyclopenta[d][1,2,3]triazole